9-(1-((6-chloro-2-(1-methyl-1H-1,2,4-triazol-3-yl)pyridin-3-yl)amino)ethyl)-4-ethyl-2-(1-(2-hydroxyethyl)piperidin-4-yl)-7-methyl-2,4-dihydro-5H-pyrazolo[3,4-c]isoquinolin-5-one ClC1=CC=C(C(=N1)C1=NN(C=N1)C)NC(C)C=1C=2C=3C(N(C(C2C=C(C1)C)=O)CC)=NN(C3)C3CCN(CC3)CCO